C(C)(SC1=NN=C2N1C1=CC=CC=C1C(N2CCC)=O)=O S-(5-oxo-4-propyl-4,5-dihydro-[1,2,4]triazolo[4,3-a]quinazolin-1-yl) ethanethioate